2-(4-chloro-2-methoxyphenyl)-1-(6-fluoro-5-methyl-1H-indol-3-yl)ethanone ClC1=CC(=C(C=C1)CC(=O)C1=CNC2=CC(=C(C=C12)C)F)OC